(2R,4S)-4-amino-5-(biphenyl-4-yl)-2-methyl-pentanoic acid ethyl ester hydrochloride Cl.C(C)OC([C@@H](C[C@@H](CC1=CC=C(C=C1)C1=CC=CC=C1)N)C)=O